COC1=NC=C(C(=N1)OC)C1=NN2C(C(=NC=C2F)N2CC(CC2)(C)C)=C1 2-(2,4-dimethoxypyrimidin-5-yl)-4-(3,3-dimethylpyrrolidin-1-yl)-7-fluoro-pyrazolo[1,5-a]pyrazine